ClC=1C(=CC2=C(C(=CO2)C2C(NC(CC2)=O)=O)C1)C=1C=NN(C1)CC1=NC=C(C=C1)N1CCOCC1 3-(5-chloro-6-(1-((5-morpholinopyridin-2-yl)methyl)-1H-pyrazol-4-yl)benzofuran-3-yl)piperidine-2,6-dione